NC1=C(C)C=CC=C1 2-aminotoluene